FC(C=1C=C(C=C(C1)C(F)(F)F)B(O)O)(F)F 3,5-bis(trifluoromethyl)-phenylboronic acid